(R)-2-(dimethylamino)-3,3-dimethylbutyrate CN([C@@H](C(=O)[O-])C(C)(C)C)C